C1N(CCC2=CC=CC=C12)C[C@H](CNC(=O)C=1N=C2COC(CN2C1)C1=CC=CC=C1)O N-((S)-3-(3,4-Dihydroisoquinolin-2(1H)-yl)-2-hydroxypropyl)-6-phenyl-5,6-dihydro-8H-imidazo[2,1-c][1,4]oxazine-2-carboxamide